C(C)(C)(C)OC(N[C@@H]1C2=CC=CC=C2CC12CCN(CC2)C=2N=NC(=CN2)S)=O (S)-(1'-(6-mercapto-1,2,4-triazin-3-yl)-1,3-dihydrospiro[inden-2,4'-piperidin]-1-yl)carbamic acid tert-butyl ester